OC=1C=C(CNN)C=CC1 m-hydroxybenzylhydrazine